C(CCCCC)O.[W] tungsten 1-hexanol